4-(3-fluorophenoxy)picolinamide FC=1C=C(OC2=CC(=NC=C2)C(=O)N)C=CC1